COC(=O)C(C(C)C)C1=CC(=NO1)N1CCC(CC1)OC(=O)N1CCCCC1 [1-[5-(1-methoxy carbonyl-2-methyl-propyl)isoxazol-3-yl]-4-piperidyl]piperidine-1-carboxylate